(etheneselenonyl)benzene C(=C)[Se](=O)(=O)C1=CC=CC=C1